ClC=1C=NC(=CC1)N1N=NN=C1CN(C)C1CCCCC1 3-chloro-6-(5-((cyclohexyl-(methyl)amino)methyl)-1H-tetrazol-1-yl)pyridine